(1R,5S,6r)-3-oxabicyclo[3.1.0]hexane-6-carboxylic acid [C@H]12COC[C@@H]2C1C(=O)O